N1CC(C1)N1N=CC(=C1)C=1N=C(C=2N(C1)C(=CN2)C(C)C)N2[C@H](CC2)C 6-[1-(azetidin-3-yl)pyrazol-4-yl]-3-isopropyl-8-[(2S)-2-methylazetidin-1-yl]imidazo[1,2-a]pyrazine